1-(7-fluoro-3-iodo-1-isopropyl-1H-indazole-5-yl)-1H-pyrazole-4-formic acid FC=1C=C(C=C2C(=NN(C12)C(C)C)I)N1N=CC(=C1)C(=O)O